O1CCC2=C1C=C(C=C2)[C@@H](C)N2CCN(CC2)C2=NC=C(C=N2)[S@@](=O)(C)=NCC (S)-(2-(4-((R)-1-(2,3-dihydrobenzofuran-6-yl)ethyl)piperazin-1-yl)pyrimidin-5-yl)(ethylimino)(methyl)-λ6-sulfanone